C(C)(C)(C)N1CCC(CC1)C1=NC2=CC=C(C=C2C(N1)=O)C1=CC2=C(N=C(O2)C)C(=C1)F tert-Butyl-4-[6-(4-fluoro-2-methyl-1,3-benzoxazol-6-yl)-4-oxo-3,4-dihydroquinazolin-2-yl]piperidine